BrC=1C(OC2=C(C1C)C=CC(=C2)O[Si](C)(C)C(C)(C)C)=O 3-bromo-7-[(tert-butyldimethylsilyl)oxy]-4-methyl-2H-benzopyran-2-one